1,1-bis(3-methyl-4-hydroxyphenyl)tridecane CC=1C=C(C=CC1O)C(CCCCCCCCCCCC)C1=CC(=C(C=C1)O)C